C(C1=CC=CC=C1)OC(=O)[C@@]1(N(C[C@@H]2N(CC[C@@H]21)C(=O)OC(C)(C)C)C(=O)OCC2=CC=CC=C2)CCCCB(O)O (4-((3aS,4R,6aR)-4,5-bis((benzyloxy)carbonyl)-1-(tert-butoxycarbonyl)octahydropyrrolo[3,4-b]pyrrol-4-yl)butyl)boronic acid